(3S)-5-(5-fluoropyrimidin-2-yl)-3-{[1-(pyridin-2-yl)-5-[2-(trifluoromethyl)phenyl]-1H-pyrazol-3-yl]formamido}pentanoic acid FC=1C=NC(=NC1)CC[C@@H](CC(=O)O)NC(=O)C1=NN(C(=C1)C1=C(C=CC=C1)C(F)(F)F)C1=NC=CC=C1